BrC1=CC=C(C=C1)[C@@H](C)N1N=NC2=C1N=C(N=C2)N2CC(C2)[C@@H]2CN(CCC2)C2CC(C2)(C(=O)OC)C methyl (1R,3R)-3-((R)-3-(1-(3-((R)-1-(4-bromophenyl) ethyl)-3H-[1,2,3]triazolo[4,5-d]pyrimidin-5-yl) azetidin-3-yl) piperidin-1-yl)-1-methylcyclobutane-1-carboxylate